COC1=CC=C(C=C1)C(C#C)(O)C1=CC=C(C=C1)N1CCOCC1 1-(4-methoxyphenyl)-1-(4-morpholinylphenyl)prop-2-yn-1-ol